6-(N-(2-Cyclohexylpyridin-3-yl)aminosulfonyl)-N-hydroxybenzofuran-2-carboxamide C1(CCCCC1)C1=NC=CC=C1NS(=O)(=O)C1=CC2=C(C=C(O2)C(=O)NO)C=C1